NCC=1C=C(C=CC1)N1N=C(C=C1C(=O)NC1=CC(=CC=C1)[C@H](OCC1CC1)C1=CC(=CC=C1)N)C(F)(F)F |r| Racemic-1-(3-(aminomethyl)phenyl)-N-(3-((3-aminophenyl)(cyclopropyl-methoxy)methyl)phenyl)-3-(trifluoromethyl)-1H-pyrazole-5-carboxamide